NC=1C=C(C=C(C1)C)C(C)NC1=NC(=NC2=CC(=C(C=C12)OC)C(=O)N1CCOCC1)C (4-((1-(3-amino-5-methylphenyl)ethyl)amino)-6-methoxy-2-methylquinazolin-7-yl)(morpholino)methanone